F[C@H]1[C@H]([C@@H](O[C@@]1(CO)C=C)N1C(=O)N=C(N)C=C1)O 3'-Deoxy-3'-fluoro-4'-vinylcytidine